OC1=C(C=CC(=C1)CO)CO 2-hydroxy-1,4-Benzenedimethanol